BrC=1C(=NC(=NC1)NC=1C=C2CCN(CC2=CC1)CCC(=O)O)NC1=C(C=CC=C1)C(NC)=O 3-{6-[5-bromo-4-(2-methylcarbamoyl-phenylamino)-pyrimidin-2-ylamino]-3,4-dihydro-1H-isoquinolin-2-yl}-propionic acid